tert-butyl (R)-3-((4-methyl-3-((1-(4-((1-(piperidin-4-ylmethyl)piperidin-4-yl)ethynyl)-3-(thiophen-2-yl)phenyl)ethyl)carbamoyl)phenyl)amino)azetidine-1-carboxylate CC1=C(C=C(C=C1)NC1CN(C1)C(=O)OC(C)(C)C)C(N[C@H](C)C1=CC(=C(C=C1)C#CC1CCN(CC1)CC1CCNCC1)C=1SC=CC1)=O